CC=1C=C2C(CCSC2=C(C1)C)=O 6,8-dimethyl-thiochroman-4-one